[Li].[S].[Sn] tin sulphur lithium